2-(5-Fluoro-2-(methoxymethoxy)phenyl)-4,4,5,5-tetramethyl-1,3,2-dioxaborolane FC=1C=CC(=C(C1)B1OC(C(O1)(C)C)(C)C)OCOC